CC=1N=NC2=CC=C(C=C2C1C)C1=CN=C(S1)NC(=O)C1(COCCC1)F N-(5-(3,4-dimethylcinnolin-6-yl)thiazol-2-yl)-3-fluorotetrahydro-2H-pyran-3-carboxamide